ClC=1C(=C(C=CC1F)C(=N[S@](=O)C(C)(C)C)C1CCN(CC1)C1(CC1)C(F)(F)F)F (R)-N-((3-chloro-2,4-difluorophenyl)(1-(1-(trifluoromethyl)cyclopropyl)piperidin-4-yl)methylene)-2-methylpropane-2-sulfinamide